(S)-N-(2-hydroxypropyl)-2-(methyl(2-oxo-4-(o-tolyl)-2H-chromen-7-yl)amino)acetamide O[C@H](CNC(CN(C1=CC=C2C(=CC(OC2=C1)=O)C1=C(C=CC=C1)C)C)=O)C